2,5-norbornanedimethanol C12C(CC(C(C1)CO)C2)CO